C1(CC1)C1=NC=NC(=C1C=1N=CC2=C(N1)C(=CN2C)C(C)C2=CC=C(C=C2)C=2N(C=C(N2)C(F)(F)F)C(C)C)OC 2-(4-cyclopropyl-6-methoxypyrimidin-5-yl)-7-(1-(4-(1-isopropyl-4-(trifluoromethyl)-1H-imidazol-2-yl)phenyl)ethyl)-5-methyl-5H-pyrrolo[3,2-d]pyrimidine